(phenyl)[di(phenyl)triazinyl]dibenzofuran C1(=CC=CC=C1)C1=C(C2=C(OC3=C2C=CC=C3)C=C1)C1=NN=NC(=C1C1=CC=CC=C1)C1=CC=CC=C1